ClC1=CC=C(C=C1)N1C=NN(C1=O)C1=CC=C(C(=N1)C1=NC2=C(C(=NC(=C2)C(F)(F)F)C#N)N1C)S(=O)(=O)CC 2-{6-[4-(4-chlorophenyl)-5-oxo-4,5-dihydro-1H-1,2,4-triazol-1-yl]-3-(ethylsulfonyl)pyridin-2-yl}-3-methyl-6-(trifluoromethyl)-3H-imidazo[4,5-c]pyridine-4-carbonitrile